3-(5-(((1S,2S)-2-(3-(1-(3,3-difluorocyclobutane-1-carbonyl)piperidin-4-yl)-azetidin-1-yl)cyclohexyl)-oxy)-1-oxoisoindolin-2-yl)-piperidine-2,6-dione FC1(CC(C1)C(=O)N1CCC(CC1)C1CN(C1)[C@@H]1[C@H](CCCC1)OC=1C=C2CN(C(C2=CC1)=O)C1C(NC(CC1)=O)=O)F